6-chloro-7-(2,3-dichloro-5-fluorophenyl)-N-[(4S)-3,4-dihydro-2H-1-benzopyran-4-yl]-4-(propan-2-yl)pyrrolo[1,2-b]pyridazine-3-carbothioamide ClC=1C=C2N(N=CC(=C2C(C)C)C(N[C@H]2CCOC3=C2C=CC=C3)=S)C1C1=C(C(=CC(=C1)F)Cl)Cl